(E)-1-(3-aminophenyl)-3-(4-((3-chlorobenzyl)oxy)-3-iodo-5-methoxyphenyl)prop-2-en-1-one NC=1C=C(C=CC1)C(\C=C\C1=CC(=C(C(=C1)OC)OCC1=CC(=CC=C1)Cl)I)=O